1-(3-bromophenyl)-3-phenyl-1H-imidazo[4,5-b]pyrazin-3-ium bromide [Br-].BrC=1C=C(C=CC1)N1C=[N+](C=2C1=NC=CN2)C2=CC=CC=C2